tripropoxyborane C(CC)OB(OCCC)OCCC